FC=1C=C2/C(/C3=NC4=CC=C(C=C4C(N3C2=CC1)=O)CNC1=NC=CC=C1)=N/OC (Z)-8-fluoro-6-(methoxyimino)-2-((pyridin-2-ylamino)methyl)indolo[2,1-b]quinazolin-12(6H)-one